[C@H](C)(CC)N1C=NC2=C1C(=NC(=C2)C2=CC=C1C(=C2)N(C(C12CCNCC2)=O)C2CC(C2)N2CCCCC2)NC=2C=CC(=C(C(=O)NC)C2)C 5-((3-((S)-sec-butyl)-6-(2-oxo-1-((1S,3R)-3-(piperidin-1-yl)cyclobutyl)spiro[indoline-3,4'-piperidin]-6-yl)-3H-imidazo[4,5-c]pyridin-4-yl)amino)-N,2-dimethylbenzamide